FC=1C(=C(C=CC1)C=1CCN(CC1)C(=O)OC(C)(C)C)NC(=O)N1CCC(CC1)C1=CC=C(C=C1)C tert-butyl 4-(3-fluoro-2-{[4-(4-methylphenyl)piperidine-1-carbonyl]amino}phenyl)-3,6-dihydropyridine-1(2H)-carboxylate